ClC(C)C1=CC2=C(C[C@H](O2)C)C=C1 (2R)-6-(1-chloroethyl)-2-methyl-2,3-dihydrobenzofuran